FC(OC1=CC(=C(C(=O)NC2=CC(=NC=C2)C(=O)N)C(=C1)OC1=C(C=C(C=C1)OC(F)(F)F)OC)F)F 4-[[4-(difluoromethoxy)-2-fluoro-6-[2-methoxy-4-(trifluoromethoxy)phenoxy]benzoyl]amino]pyridine-2-carboxamide